3-(4-(2-(2-hydroxyethoxy)-ethoxy)ethoxyphenyl)-3-phenyl-9-methoxycarbonyl-8-methoxy-[3H]-naphtho[1,2-b]pyran OCCOCCOCCOC1=CC=C(C=C1)C1(C=C2C(OC1)C1=CC(=C(C=C1C=C2)OC)C(=O)OC)C2=CC=CC=C2